tert-butyl (1-((3-(4-oxopiperidin-1-yl)phenyl)sulfonyl)piperidin-4-yl)carbamate O=C1CCN(CC1)C=1C=C(C=CC1)S(=O)(=O)N1CCC(CC1)NC(OC(C)(C)C)=O